ClC1=C(C=C(OCC(=O)N[C@H]2CC[C@@H](N(C2)C(=O)OC(C)(C)C)C(NC2=CC(=CC=C2)OC(F)(F)F)=O)C=C1)F tert-butyl (2R,5S)-5-[2-(4-chloro-3-fluorophenoxy)acetamido]-2-{[3-(trifluoromethoxy)phenyl]carbamoyl}piperidine-1-carboxylate